(2S)-1-{[(3-hydroxy-tricyclo[3.3.1.13,7]dec-1-yl)amino]acetyl}-pyrrolidine-2-carbonitrile OC12CC3(CC(CC(C1)C3)C2)NCC(=O)N2[C@@H](CCC2)C#N